C(C)(C)(C)OC(NC1=NC=C(N=C1C1=CC(=NO1)C1=CC2=C(NN=N2)C=C1)C1=CC=C(C=C1)S(=O)(=O)C(C)C)=O tert-butyl(3-(3-(1H-benzo[d][1,2,3]triazol-5-yl)isoxazol-5-yl)-5-(4-(isopropyl Sulfonyl)phenyl)pyrazin-2-yl)carbamate